OC1=C(C(/C=C/C2=CC(=C(C=C2)O[Si](C)(C)C(C)(C)C)CCC)=O)C=CC(=C1)O[Si](C1=CC=CC=C1)(C1=CC=CC=C1)C(C)(C)C 2'-Hydroxy-3-propyl-4-(tert-butyldimethylsiloxy)-4'-(tert-butyldiphenylsiloxy)chalcone